C(C)N1C=CC=2C1=NC=C(C2)C(=O)N 1-ethyl-1H-pyrrolo[2,3-b]Pyridine-5-carboxamide